1-Pentyl-1-ethylpyrrolidinium fluorid [F-].C(CCCC)[N+]1(CCCC1)CC